ClN[C@@H](C(=O)OC(C)(C)C)C tert-butyl (2R)-2-(chloroamino)propanoate